8-Chloro-7-(trifluoromethyl)imidazo[1,2-a]pyridine ClC=1C=2N(C=CC1C(F)(F)F)C=CN2